(1S,2S)-2-fluoro-N-(6-(5-fluoro-2-methylphenyl)imidazo[1,2-a]pyridin-2-yl)cyclopropane-1-carboxamide F[C@@H]1[C@@H](C1)C(=O)NC=1N=C2N(C=C(C=C2)C2=C(C=CC(=C2)F)C)C1